1-(3-acetylphenyl)-3-(3-(2-methoxyethyl)-2,4-dioxo-1,2,3,4-tetrahydroquinazolin-6-yl)urea C(C)(=O)C=1C=C(C=CC1)NC(=O)NC=1C=C2C(N(C(NC2=CC1)=O)CCOC)=O